3-[3-(4-fluoro-2-methylsulfonyl-phenyl)-1-bicyclo[1.1.1]-pentanyl]azetidine FC1=CC(=C(C=C1)C12CC(C1)(C2)C2CNC2)S(=O)(=O)C